2-(4-fluoro-2-methoxyphenyl)oxirane FC1=CC(=C(C=C1)C1OC1)OC